2-[[1,3-dihydroxy-2-(hydroxymethyl)-propan-2-yl]amino]ethanesulfonic acid OCC(CO)(CO)NCCS(=O)(=O)O